tert-Butyl 2-(2-(3-(6-chloro-1-(tetrahydro-2H-pyran-2-yl)-4-(4,4,5,5-tetramethyl-1,3,2-dioxaborolan-2-yl)-1H-indazol-5-yl)propyl)oxazol-4-yl)-2-methylmorpholine-4-carboxylate ClC1=C(C(=C2C=NN(C2=C1)C1OCCCC1)B1OC(C(O1)(C)C)(C)C)CCCC=1OC=C(N1)C1(CN(CCO1)C(=O)OC(C)(C)C)C